N-[[6-(2-Thienylmethylamino)-2-pyridyl]sulfonyl]-2-(2,2,4-trimethylpyrrolidin-1-yl)pyridin-3-carboxamid S1C(=CC=C1)CNC1=CC=CC(=N1)S(=O)(=O)NC(=O)C=1C(=NC=CC1)N1C(CC(C1)C)(C)C